NC1=C2C(=C3C(=N1)C=C(N3)C(=O)N(CC)[C@H](C)C3=NC=C(C=C3F)Br)CO[C@@H]2C (R)-5-amino-N-((R)-1-(5-bromo-3-fluoropyridin-2-yl)ethyl)-N-ethyl-6-methyl-6,8-dihydro-1H-furo[3,4-d]pyrrolo[3,2-b]pyridine-2-carboxamide